OCCN1CCC(CC1)CN(C(CCCCCCCCC(=O)OCC(CCCCCC)CCCC)CCCCCCCCC(=O)OCC(CCCCCC)CCCC)S(=O)CCCCCCCC bis(2-butyloctyl) 10-(((1-(2-hydroxyethyl)piperidin-4-yl)methyl)(octylsulfinyl)amino)nonadecanedioate